rac-benzyl (1-(tert-butyl)-3-((1R,3R,4S)-3-((tert-butyldiphenylsilyl)oxy)-4-(((4-nitrophenoxy)carbonyl)oxy)cyclopentyl)-1H-pyrazol-5-yl)carbamate C(C)(C)(C)N1N=C(C=C1NC(OCC1=CC=CC=C1)=O)[C@H]1C[C@H]([C@H](C1)OC(=O)OC1=CC=C(C=C1)[N+](=O)[O-])O[Si](C1=CC=CC=C1)(C1=CC=CC=C1)C(C)(C)C |r|